Cl.COC1=CC=C2C=3C=CN=C(C3N(C2=C1)CCCCC(OCC)=N)C Ethyl 4-(7-Methoxy-1-methyl-β-carbolin-9-yl)butanecarboximidate hydrochloride